COC1=CC=C(C=C1)C(OC[C@@H]1[C@H](C[C@@H](O1)N1C2=NC=NC(=C2N=C1)N)O[Si](C1=CC=CC=C1)(C1=CC=CC=C1)C(C)(C)C)(C1=CC=CC=C1)C1=CC=C(C=C1)OC 9-((2R,4S,5R)-5-((bis(4-methoxyphenyl)(phenyl)methoxy)methyl)-4-((tert-butyldiphenylsilyl)oxy)tetrahydrofuran-2-yl)-9H-purin-6-amine